(S)-(4-(4-fluoropyrazolo[1,5-a]pyridin-2-yl)-6,7-dihydro-1H-imidazo[4,5-c]pyridin-5(4H)-yl)(5-(1-methyl-1H-pyrazol-4-yl)-1,3,4-oxadiazol-2-yl)methanone FC=1C=2N(C=CC1)N=C(C2)[C@H]2N(CCC1=C2N=CN1)C(=O)C=1OC(=NN1)C=1C=NN(C1)C